[1-(6-nitro-3-pyridinyl)-3-piperidinyl]carbamic acid tert-butyl ester C(C)(C)(C)OC(NC1CN(CCC1)C=1C=NC(=CC1)[N+](=O)[O-])=O